[4-(6-amino-5-chloro-pyrimidin-4-yl)oxy-3-fluorophenyl]-1-(1-methyl-3-piperidinyl)-5-(trifluoromethyl)pyrazole-4-carboxamide NC1=C(C(=NC=N1)OC1=C(C=C(C=C1)C1=NN(C(=C1C(=O)N)C(F)(F)F)C1CN(CCC1)C)F)Cl